2-{[(5-Chloro-3-ethyl-1,2,3-triazol-4-yl)methyl]sulfanyl}-3H,5H,6H,7H-cyclopenta[d]pyrimidin-4-one trifluoroacetate salt FC(C(=O)O)(F)F.ClC1=C(N(N=N1)CC)CSC=1NC(C2=C(N1)CCC2)=O